C[C@H]1CC[C@@H](N(C1)C(C(=O)NC=1C2=C(C=NC1)C=NN2)=O)C=2C=CC1=C(N=C(S1)C1CC(N(CC1)C)(C)C)C2 2-((2R,5S)-5-methyl-2-(2-(1,2,2-trimethylpiperidin-4-yl)benzo[d]thiazol-5-yl)piperidin-1-yl)-2-oxo-N-(1H-pyrazolo[4,3-c]pyridin-7-yl)acetamide